8-bromo-7-methyl-1H-purin-6(7H)-one BrC1=NC=2N=CNC(C2N1C)=O